3-((5-(2-cyano-2-hydroxyethoxy)-2H-indazol-2-yl)methyl)azetidine-1-Carboxylic acid C(#N)C(COC1=CC2=CN(N=C2C=C1)CC1CN(C1)C(=O)O)O